N-(1-naphthyl)-N-(6-phenyldibenzothienyl)amine C1(=CC=CC2=CC=CC=C12)NC1=CC=CC=2SC3=C(C21)C=CC=C3C3=CC=CC=C3